4-(1-carbamimidoyl-1,2,3,6-tetrahydropyridin-4-yl)-N-[4-(1-carbamimidoyl-1,2,3,6-tetrahydropyridin-4-yl)phenyl]-3-methylthiophene-2-carboxamide C(N)(=N)N1CCC(=CC1)C=1C(=C(SC1)C(=O)NC1=CC=C(C=C1)C=1CCN(CC1)C(N)=N)C